ClC1=CC=C(C=C1)C1=C(C=CC=C1)CN1CC2CCC(C1)N2CC=2C=C1CN(C(C1=CC2)=O)C2C(NC(CC2)=O)=O 3-(5-((3-((4'-chloro-[1,1'-biphenyl]-2-yl)methyl)-3,8-diazabicyclo[3.2.1]oct-8-yl)methyl)-1-oxoisoindolin-2-yl)piperidine-2,6-dione